NCC1=NC=CC(=C1)C1=CC(=CC=2C=COC21)COC2=C(C=CC(=C2C)C)CC(=O)O 2-(2-((7-(2-(aminomethyl)pyridin-4-yl)benzofuran-5-yl)methoxy)-3,4-dimethylphenyl)acetic acid